(R)-2'-chloro-N-(5-chloro-6-(4-((S)-1-hydroxyethyl)-2H-1,2,3-triazol-2-yl)pyridin-3-yl)-6',7'-dihydrospiro[cyclobutane-1,8'-cyclopenta[e]pyrazolo[1,5-a]pyrimidine]-6'-carboxamide ClC1=NN2C(N=CC3=C2C2(C[C@H]3C(=O)NC=3C=NC(=C(C3)Cl)N3N=CC(=N3)[C@H](C)O)CCC2)=C1